C(C)(C)(C)OC(=O)NCCCCOC=1C=C(C=NC1)N(C(OC(C)(C)C)=O)C1=CC(=NN1C(C)(C)C)[C@@H]1C[C@@H](CC1)OC(=O)OC1=CC=C(C=C1)[N+](=O)[O-] tert-butyl (5-(4-((tert-butoxycarbonyl)amino)butoxy)pyridin-3-yl)(1-(tert-butyl)-3-((1S,3R)-3-(((4-nitrophenoxy)carbonyl)oxy)cyclopentyl)-1H-pyrazol-5-yl)carbamate